4-((3-(2,3-difluoro-4-methoxyphenyl)imidazo[1,2-a]pyrazin-8-yl)amino)-2-fluoro-6-methylbenzoic acid hydrochloride Cl.FC1=C(C=CC(=C1F)OC)C1=CN=C2N1C=CN=C2NC2=CC(=C(C(=O)O)C(=C2)C)F